4-fluoro-1-{2-[(2-methylpyrimidin-4-yl)amino]acetyl}-N-{phenyl[5-(propan-2-yl)pyridin-2-yl]methyl}pyrrolidine-2-carboxamide FC1CC(N(C1)C(CNC1=NC(=NC=C1)C)=O)C(=O)NC(C1=NC=C(C=C1)C(C)C)C1=CC=CC=C1